hydroxy naphthalate C1(=CC=CC2=CC=CC=C12)C(=O)OO